CC1(CCC=2C(=NNC2C1)C=1NC2=CC(=CC=C2C1)C(=O)N1CCN(CC1)CC1CCN(CC1)C1=CC(=C(C=C1)C1C(NC(CC1)=O)=O)F)C 3-{4-[4-({4-[2-(6,6-dimethyl-1,4,5,7-tetrahydroindazol-3-yl)-1H-indole-6-carbonyl]piperazin-1-yl}methyl)piperidin-1-yl]-2-fluorophenyl}piperidine-2,6-dione